CC1(CN(CCN1C)C=O)C (3,3,4-trimethylpiperazin-1-yl)methanone